trimethylenedinitrogen [N]CCC[N]